N[C@@H]([C@@H](C(=O)N[C@@H](C(=O)O)C1=CC(=C(C=C1)F)C(F)(F)F)O)CC1=CC=CC=C1 (R)-2-((2S,3R)-3-amino-2-hydroxy-4-phenylbutanamido)-2-(4-fluoro-3-(trifluoromethyl)phenyl)acetic acid